N-(2-(hydroxymethyl)-6-(6-(hydroxymethyl)-3-azabicyclo[3.1.0]hexan-3-yl)-2-methyl-2,3-dihydrobenzofuran-5-yl)pyrazolo[1,5-a]pyrimidine-3-carboxamide OCC1(OC2=C(C1)C=C(C(=C2)N2CC1C(C1C2)CO)NC(=O)C=2C=NN1C2N=CC=C1)C